3-(2-fluoro-4-(piperazin-1-yl)phenyl)piperidine-2,6-dione FC1=C(C=CC(=C1)N1CCNCC1)C1C(NC(CC1)=O)=O